COC(C1=C(C=C(C=C1)CBr)F)=O methyl-4-(bromomethyl)-2-fluorobenzoate